N-(2-((2-(dimethylamino)ethyl)(methyl)amino)-5-((4-(1-methyl-1H-indol-3-yl)furo[3,2-d]pyrimidin-2-yl)amino)phenyl)acetamide CN(CCN(C1=C(C=C(C=C1)NC=1N=C(C2=C(N1)C=CO2)C2=CN(C1=CC=CC=C21)C)NC(C)=O)C)C